2-(1-(5-oxo-4-((2-oxo-2,3-dihydro-1H-benzo[d]imidazol-5-yl)amino)-5,6-dihydropyrimido[4,5-d]pyridazin-2-yl)piperidin-4-yl)acetonitrile O=C1C2=C(C=NN1)N=C(N=C2NC2=CC1=C(NC(N1)=O)C=C2)N2CCC(CC2)CC#N